methylenesuberamide C=C(C(=O)N)CCCCCC(=O)N